6-(1,3-benzoxazol-5-yl)-5-[4-[(3S)-1-(3-fluoropropyl)pyrrolidin-3-yl]oxyphenyl]-8,9-dihydro-7H-benzo[7]annulen-2-ol O1C=NC2=C1C=CC(=C2)C2=C(C1=C(CCC2)C=C(C=C1)O)C1=CC=C(C=C1)O[C@@H]1CN(CC1)CCCF